cyclopentyloxy tosylate S(=O)(=O)(OOC1CCCC1)C1=CC=C(C)C=C1